N-cyclopropyl-2-(difluoromethoxy)-6-methoxy-4-[7-(1-pyrrolidin-1-ylethyl)imidazo[1,2-a]pyridin-3-yl]benzamide C1(CC1)NC(C1=C(C=C(C=C1OC)C1=CN=C2N1C=CC(=C2)C(C)N2CCCC2)OC(F)F)=O